OCC(CO)(CO)CO 2,2-Bis(hydroxymethyl)-1,3-propanediol